COC1=NC=CC(=C1)C1=CC=C(C[N+]2=NOC(=C2)[N-]C(NC2=CC(=CC=C2)C(F)(F)F)=O)C=C1 (3-(4-(2-methoxypyridin-4-yl)benzyl)-1,2,3-oxadiazol-3-ium-5-yl)((3-(trifluoromethyl)phenyl)carbamoyl)amide